CC=1C(=C(C(=O)[O-])C=CC1)N.COC(C=1C(N)=CC=CC1)=O.NC(=O)N.[Cd+2].CC=1C(=C(C(=O)[O-])C=CC1)N cadmium urea METHYL-ANTHRANILATE (methyl-2-aminobenzoate)